N-(3-(4-methyl-1H-benzo[d]imidazol-2-yl)-1H-pyrazol-4-yl)-7H-pyrrolo[2,3-d]pyrimidin-4-amine CC1=CC=CC=2NC(=NC21)C2=NNC=C2NC=2C1=C(N=CN2)NC=C1